3-(3,5-dichlorophenyl)-1,9-diphenyl-9H-carbazole ClC=1C=C(C=C(C1)Cl)C=1C=C(C=2N(C3=CC=CC=C3C2C1)C1=CC=CC=C1)C1=CC=CC=C1